2-acetoxy-1-hydroxypropane C(C)(=O)OC(CO)C